2-(2-(cyclopropanesulfonamido)-5-methylthiazol-4-yl)-2-methyl-N-(4-(6-(trifluoromethyl)pyrazin-2-yl)phenyl)propanamide C1(CC1)S(=O)(=O)NC=1SC(=C(N1)C(C(=O)NC1=CC=C(C=C1)C1=NC(=CN=C1)C(F)(F)F)(C)C)C